O[C@@H]1[C@H](N(C1)C=1N=CC(=C2C=C(N=CC12)NC1=NC(=NC=C1)N1CC([C@H](CC1)O)(C)C)C(C)C)C (S)-1-(4-((8-((2R,3S)-3-hydroxy-2-methylazetidin-1-yl)-5-isopropyl-2,7-naphthyridin-3-yl)amino)pyrimidin-2-yl)-3,3-dimethylpiperidin-4-ol